E-1-chloro-3,3,3-trifluoro-1-propene Cl\C=C\C(F)(F)F